The molecule is an N-acyl-15-methylhexadecasphing-4-enine in which the acyl group has 25 carbons and 0 double bonds. It has a role as a Caenorhabditis elegans metabolite. It is a N-acyl-15-methylhexadecasphing-4-enine and a Cer(d42:1). It derives from a 15-methylhexadecasphing-4-enine. CCCCCCCCCCCCCCCCCCCCCCCCC(=O)N[C@@H](CO)[C@@H](/C=C/CCCCCCCCCC(C)C)O